S(=O)(=O)([O-])[O-].[Mn+2].O water manganese sulfate